FC1(CC1)C(=O)N[C@H](C(=O)N1[C@@H](C[C@H](C1)O)C(=O)NCC1=C(OCC(=O)NCC(=O)O)C=C(C=C1)C1=C(N=CS1)C)C(C)(C)C (2-(2-(((2S,4R)-1-((S)-2-(1-fluorocyclopropane-1-carboxamido)-3,3-dimethylbutanoyl)-4-hydroxypyrrolidine-2-carboxamido)methyl)-5-(4-methylthiazol-5-yl)phenoxy)acetyl)glycine